F[C@H]1CN(CC[C@H]1NC1=C2C=C(N(C2=CC=C1)CC(F)(F)F)C#CCNC1=C(C=C(C(=O)NCCOCCOCC(=O)OC(C)(C)C)C=C1)OC)C tert-butyl (2-{2-[4-(3-{4-[(3S,4R)-3-fluoro-1-methyl-4-piperidylamino]-1-(2,2,2-trifluoroethyl)-2-indolyl}-2-propynylamino)-3-anisoylamino]ethoxy}ethoxy)acetate